(R)-N-(5-Cyano-4-((1-methoxypropan-2-yl)oxy)pyridin-2-yl)-7-formyl-6-((2-carbonyl-1,3-oxazepin-3-yl)methyl)-3,4-dihydro-1,8-naphthyridin-1(2H)-carboxamide C(#N)C=1C(=CC(=NC1)NC(=O)N1CCCC2=CC(=C(N=C12)C=O)CN1C(OC=CC=C1)=C=O)O[C@@H](COC)C